6-bromo-2-(2,5-dimethylpyrrol-1-yl)-3-methyl-benzimidazole-4-carbonitrile BrC=1C=C(C2=C(N=C(N2C)N2C(=CC=C2C)C)C1)C#N